COCC1=C(C=CC=C1)COC 1,2-bis(methoxymethyl)benzene